N1(CCNCC1)C1=NC2=CC=CC=C2C=C1C#N 2-piperazin-1-ylquinoline-3-carbonitrile